S1C(=NC2=C1C=CC=C2)NC(=O)C=2C=CC=C1CCN(CC21)C2=CC=C(C(=N2)C(=O)OC(C)(C)C)C2=C(C=C(O[C@H](CCC1CCN(CC1)CC(=O)O)C)C=C2)C(F)(F)F (S)-2-(4-(3-(4-(6-(8-(benzo[d]thiazol-2-ylcarbamoyl)-3,4-dihydroisoquinolin-2(1H)-yl)-2-(tert-butoxycarbonyl)pyridin-3-yl)-3-(trifluoromethyl)phenoxy)butyl)piperidin-1-yl)acetic acid